C(C)(=O)C1=C(C=C2C=C(N(C2=C1)S(=O)(=O)C1=CC=CC=C1)CNC(C)=O)Cl N-((6-acetyl-5-chloro-1-(phenylsulfonyl)-1H-indol-2-yl)methyl)acetamide